ClC=1C=C(C=2N(N1)C=CN2)[C@@H]2[C@H](C2)C=2C=CC(N(C2)C)=O 5-[(1S,2S)-2-(6-chloroimidazo[1,2-b]pyridazin-8-yl)cyclopropyl]-1-methyl-pyridin-2-one